(E)-N-(3-(2-Cyclopropylvinyl)-1-methyl-1H-pyrrolo[2,3-b]pyridin-5-yl)acrylamide C1(CC1)/C=C/C1=CN(C2=NC=C(C=C21)NC(C=C)=O)C